C(C)OC(=O)C=1N=CSC1CCCOC 5-(3-methoxypropyl)-1,3-thiazole-4-carboxylic acid ethyl ester